3-(N-(2-(cyclopentyloxy)-4-fluoro-5-(isothiazol-5-yl)phenyl)sulfamoyl)-4-cyclopropylbenzoic acid C1(CCCC1)OC1=C(C=C(C(=C1)F)C1=CC=NS1)NS(=O)(=O)C=1C=C(C(=O)O)C=CC1C1CC1